C(#N)C=1C=C2C(=NC1)N(C=C2)C(=O)NC2=CC1=CN(N=C1C=C2)C2CCC(CC2)CO 5-cyano-N-[2-[4-(hydroxymethyl)cyclohexyl]indazol-5-yl]pyrrolo[2,3-b]pyridine-1-carboxamide